C(C1=CC=CC=C1)(C1=CC=CC=C1)NC1=C2C(N(C(C2=CC=C1)=O)C1C(NC(CC1)=O)=O)=O 4-(benzhydrylamino)-2-(2,6-dioxopiperidin-3-yl)isoindoline-1,3-dione